CC1=NN(N=C1)C1=NC2=NC=CC(=C2C=C1)C1=CN=C2N1N=C(C(=C2)C2=CC=C(C=C2)[C@]21CN(C[C@@H]1C2)C2CCOCC2)C 2-(4-Methyl-2H-1,2,3-triazol-2-yl)-5-(6-methyl-7-(4-((1S,5R)-3-(tetrahydro-2H-pyran-4-yl)-3-azabicyclo[3.1.0]hexan-1-yl)phenyl)imidazo[1,2-b]pyridazin-3-yl)-1,8-naphthyridine